(S)-5-(2-fluorophenyl)-7-(5-methoxypyridin-3-yl)-4-(2-methylpiperazin-1-yl)-7H-pyrrolo[2,3-d]pyrimidine FC1=C(C=CC=C1)C1=CN(C=2N=CN=C(C21)N2[C@H](CNCC2)C)C=2C=NC=C(C2)OC